6-fluoro-4-methoxy-2-(1-triazolyl)-5-(trifluoromethyl)pyrimidine FC1=C(C(=NC(=N1)N1N=NC=C1)OC)C(F)(F)F